7-Chloro-2-isopropyl-4-phenyl-5-(propan-2-ylidene)-5H-benzo[d][1,3]diazepine ClC1=CC2=C(N=C(N=C(C2=C(C)C)C2=CC=CC=C2)C(C)C)C=C1